C(C(C)C)(=O)N1[C@H]([C@H](CC1)NS(=O)(=O)C)CC=1C=C(C=CC1)C1=CC(=CC=C1)C N-(cis-1-isobutyryl-2-((3'-methylbiphenyl-3-yl)methyl)pyrrolidin-3-yl)methanesulfonamide